NC1=NC=C(C=C1OCC=1C=C(C=CC1)NC(C1=C(C=CC(=C1)C)F)=O)Cl N-(3-(((2-amino-5-chloropyridin-3-yl)oxy)methyl)phenyl)-2-fluoro-5-methylbenzamide